C12=CCCC1OS2(=O)=O cyclopentenesultone